6-(4-methoxypyridin-3-yl)-4-methyl-1-(6-(1-methyl-1H-pyrazol-4-yl)-4-((2R,3S)-2-methyl-3-((methylsulfonyl)methyl)azetidin-1-yl)pyridin-2-yl)-1H-pyrazolo[4,3-c]pyridine COC1=C(C=NC=C1)C1=CC2=C(C(=N1)C)C=NN2C2=NC(=CC(=C2)N2[C@@H]([C@H](C2)CS(=O)(=O)C)C)C=2C=NN(C2)C